CN(CCOC=1C=CC(=C(C(=O)N[C@H](C)C2=CC(=CC(=C2)C=2C=NN(C2)C)C2=CC=NN2C(C)C)C1)C)C (R)-5-(2-(dimethylamino)ethoxy)-N-(1-(3-(1-isopropyl-1H-pyrazol-5-yl)-5-(1-methyl-1H-pyrazol-4-yl)phenyl)ethyl)-2-methylbenzamide